2-Benzoyl-6-(3-methoxybenzyl)-4-methyl-4H-thiazolo[5',4':4,5]pyrrolo[2,3-d]pyridazin-5(6H)-one C(C1=CC=CC=C1)(=O)C=1SC2=C(N(C=3C(N(N=CC32)CC3=CC(=CC=C3)OC)=O)C)N1